C(C)OC(NC(C(NNC1=CC(=C(C(=C1)C)OC1=CC(=C(C=C1)O)C(=C)C)C)C#N)=O)=O (2-cyano-2-(2-(3,5-dimethyl-4-(4-hydroxy-3-isopropenyl-phenoxy)phenyl)-hydrazino)acetyl)carbamic acid ethyl ester